N-(5-(6-(3,4-dimethoxyphenyl)pyrazin-2-yl)thiophen-3-yl)cyclohexanecarboxamide COC=1C=C(C=CC1OC)C1=CN=CC(=N1)C1=CC(=CS1)NC(=O)C1CCCCC1